2-Benzyl-3,5-dibromo-1-(3,4,5-trimethoxyphenyl)-2,5,6,7-tetrahydro-4H-isoindol-4-one C(C1=CC=CC=C1)N1C(=C2CCC(C(C2=C1Br)=O)Br)C1=CC(=C(C(=C1)OC)OC)OC